N1(N=CC=C1)C1=CN=CC(=N1)N1CCC(CC1)(O)C1=NC=CC=C1 1-(6-(1H-pyrazol-1-yl)pyrazin-2-yl)-4-(pyridin-2-yl)piperidin-4-ol